epoxydocosahexaenoic acid C1=C(O1)C=CC=CC=CC=CC=CCCCCCCCCCC(=O)O